C(C)(C)(C)OC(=O)N1C[C@H]([C@@H](CC1)[C@H]1N2C(C3=CC=CC=C13)=CN=C2)O (3S,4S)-3-hydroxy-4-((R)-5H-imidazo[5,1-a]isoindol-5-yl)piperidine-1-carboxylic acid tert-butyl ester